3-methyl-6-(6-((1-(1-methyl-1H-pyrazole-4-carbonyl)azetidin-3-yl)oxy)pyrazin-2-yl)benzo[d]thiazol-2(3H)-one CN1C(SC2=C1C=CC(=C2)C2=NC(=CN=C2)OC2CN(C2)C(=O)C=2C=NN(C2)C)=O